6-{cyclopropyl[(1S,3R,5R)-2,2-difluoro-8-azabicyclo[3.2.1]octan-3-yl]amino}-1,2,4-triazin C1(CC1)N(C1=CN=CN=N1)[C@H]1C([C@@H]2CC[C@H](C1)N2)(F)F